[NH+]1=CC=CC=C1.N1(CCCC1)C(=O)[O-] pyrrolidine-1-carboxylate Pyridinium